(S)-1-(4-((3-(trifluoromethyl)phenyl)amino)-6-((6-fluoropyridin-2-yl)amino)-1,3,5-triazin-2-yl)pyrrolidin-3-ol FC(C=1C=C(C=CC1)NC1=NC(=NC(=N1)NC1=NC(=CC=C1)F)N1C[C@H](CC1)O)(F)F